4-(1-(7-chloro-2-(4-methoxybenzyl)-1-oxo-1,2-dihydro-phthalazin-5-yl)ethoxy)butanoic acid ClC1=CC(=C2C=NN(C(C2=C1)=O)CC1=CC=C(C=C1)OC)C(C)OCCCC(=O)O